FC1=C(C=CC(=C1COC=1C(=C2C(=NC1)N(N=C2)C2OCCCC2)C)F)C2=C(C(=NC=C2)OC)S(=O)(=O)N 2,4-difluoro-3-([[4-methyl-1-(oxan-2-yl)pyrazolo[3,4-b]pyridin-5-yl]oxy]methyl)phenyl-2-methoxypyridine-3-sulfonamide